N-methyl-4-(methyl(octadecyl)amino)-N-octadecylbenzenaminium tetrakis(heptafluoronaphthalen-2-yl)borate FC=1C(=C(C(=C2C(=C(C(=C(C12)F)[B-](C1=C(C2=C(C(=C(C(=C2C(=C1F)F)F)F)F)F)F)(C1=C(C2=C(C(=C(C(=C2C(=C1F)F)F)F)F)F)F)C1=C(C2=C(C(=C(C(=C2C(=C1F)F)F)F)F)F)F)F)F)F)F)F.C[NH+](C1=CC=C(C=C1)N(CCCCCCCCCCCCCCCCCC)C)CCCCCCCCCCCCCCCCCC